1-(4-aminophenyl)-4-(4-hydroxyphenyl)piperazine NC1=CC=C(C=C1)N1CCN(CC1)C1=CC=C(C=C1)O